C(CCC)NS(=O)(=O)C=1C(C)=CC=CC1 N-butyl-o-toluenesulfonamide